trans-4-[(8-fluoro-2-methyl-imidazo[1,2-a]pyridin-6-yl)methyl]cyclohexanecarboxylate FC=1C=2N(C=C(C1)C[C@@H]1CC[C@H](CC1)C(=O)[O-])C=C(N2)C